C(C)OC(=O)C1=NN2C(N=C(C=C2O)O)=C1C1CC1 3-cyclopropyl-5,7-dihydroxypyrazolo[1,5-a]pyrimidine-2-carboxylic acid ethyl ester